2-tertiarybutyl-9,10-di(2-naphthyl)anthracene C(C)(C)(C)C1=CC2=C(C3=CC=CC=C3C(=C2C=C1)C1=CC2=CC=CC=C2C=C1)C1=CC2=CC=CC=C2C=C1